CC1=C(C=NC(=C1[N+](=O)[O-])C(F)(F)F)C#N 4-methyl-5-nitro-6-(trifluoromethyl)pyridine-3-carbonitrile